1-(5-(3-((5-cyano-4-(4-fluorophenyl)thiazol-2-yl)(methyl)amino)-2-ethylimidazo[1,2-a]pyridin-6-yl)pyrimidin-2-yl)piperidine-4-carboxylic acid C(#N)C1=C(N=C(S1)N(C1=C(N=C2N1C=C(C=C2)C=2C=NC(=NC2)N2CCC(CC2)C(=O)O)CC)C)C2=CC=C(C=C2)F